3-(2-(5-(4-hydroxybenzylidene)-3-(4-n-butylphenyl)-4-oxothiazolidin-2-ylidene)hydrazono)-5,7-dimethyl-1H-indol-2-one OC1=CC=C(C=C2C(N(C(S2)=NN=C2C(NC3=C(C=C(C=C23)C)C)=O)C2=CC=C(C=C2)CCCC)=O)C=C1